3-(5-(7H-pyrrolo[2,3-d]pyrimidin-4-yl)pyridin-2-yl)-6-(3-chloro-4-fluorobenzyl)-3,6-diazabicyclo[3.1.1]heptane N1=CN=C(C2=C1NC=C2)C=2C=CC(=NC2)N2CC1N(C(C2)C1)CC1=CC(=C(C=C1)F)Cl